4-CYCLOPROPOXY-3-FORMYL-N-METHYLPICOLINAMIDE C1(CC1)OC1=C(C(=NC=C1)C(=O)NC)C=O